[Mn](=O)(=O)(=O)[O-].[K+] KALIUM PERMANGANAT